C(CCCCCCCCCCC)[Se]C(CC(=O)C1=C(C=CCC1(C)C)C)C 3-(dodecylseleno)-1-(2,6,6-trimethyl-1,3-cyclohexadien-1-yl)-1-butanone